N[C@@H]1CC[C@H](CC1)NC(O)=O N-(trans-4-aminocyclohexyl)carbamic acid